N,N-diethyl-N-benzyl-anilinium C(C)[N+](C1=CC=CC=C1)(CC1=CC=CC=C1)CC